C1(CC1)N1N=C(C(=C1I)OC[C@H]1[C@@H](COC1)NC1=NC(=NC=C1C(F)(F)F)N)C N4-((3S,4S)-4-(((1-cyclopropyl-5-iodo-3-methyl-1H-pyrazol-4-yl)oxy)methyl)tetrahydrofuran-3-yl)-5-(trifluoromethyl)pyrimidine-2,4-diamine